C(C)O[C@H](C[C@H](C(C)C)NCCCCCC)C=1SC=C(N1)C(=O)OCC Ethyl 2-[(1R,3R)-1-ethoxy-3-(hexylamino)-4-methylpentyl]-1,3-thiazole-4-carboxylate